tungsten disulphite S(=O)([O-])OS(=O)[O-].[W+4].S(=O)([O-])OS(=O)[O-]